4-methyl-1-(5-(pyrazolo[1,5-a]pyrimidin-5-ylthio)-1H-imidazo[4,5-b]pyrazin-2-yl)piperidin-4-amine CC1(CCN(CC1)C1=NC=2C(=NC=C(N2)SC2=NC=3N(C=C2)N=CC3)N1)N